methyl (3-fluoro-5-(2-fluoro-4-methylphenoxy)benzoyl)glycinate FC=1C=C(C(=O)NCC(=O)OC)C=C(C1)OC1=C(C=C(C=C1)C)F